C1(CCCCCC1)OC1=C(C(=C(C(=O)O)C(=C1)\C=C\C1=CC=C(C=C1)C(F)(F)F)O)CC=C(C)C (E)-4-(cycloheptyloxy)-2-hydroxy-3-(3-methylbut-2-en-1-yl)-6-(4-(trifluoromethyl)styryl)benzoic acid